2-butyl-1,3-cyclobutanediol C(CCC)C1C(CC1O)O